O[C@@]1(C[C@@H](CCC1)NC=1N=NC(=C2C1C=NC=C2)C2=C(C=C(C=C2)C(F)(F)F)O)C 2-[4-[[(1r,3s)-3-hydroxy-3-methyl-cyclohexyl]amino]pyrido[3,4-d]pyridazin-1-yl]-5-(trifluoromethyl)phenol